CN1CC(N(CC1C)CC1=CC=C(C=C1)NC(=O)NCC1=CC=C(C=C1)OC)=O 1-(4-((4,5-dimethyl-2-oxopiperazin-1-yl)methyl)phenyl)-3-(4-methoxy-benzyl)urea